N-(4-(((R)-1-hydroxy-4-methylpent-2-yl)amino)-6-(2-(3,4,5-trifluorophenyl)propyl)-1,3,5-triazin-2-yl)methanesulfonamide chloride HCl salt Cl.[Cl-].OC[C@@H](CC(C)C)NC1=NC(=NC(=N1)CC(C)C1=CC(=C(C(=C1)F)F)F)NS(=O)(=O)C